C(C)(=O)NC1=CC(=NC=C1)Cl 4-acetamido-2-chloropyridine